COC1=C(C2=C(C(=N1)OCC=1C(=C(C=CC1)C1=CC=CC=C1)C)CCC2)CN2[C@@H](CCCC2)C(=O)O (S)-1-((3-methoxy-1-((2-methyl-[1,1'-biphenyl]-3-yl)methoxy)-6,7-dihydro-5H-cyclopenta[c]pyridin-4-yl)methyl)piperidine-2-carboxylic acid